OC(CCOC(=O)N1CC2=CC=CC=C2CC1)C 3,4-dihydro-isoquinoline-2(1H)-carboxylic acid 3-hydroxybutyl ester